tert-butyl (2S,3S,5S)-2-fluoro-3-{[3-(7-methoxy-2-methyl-1-oxoisoquinolin-6-yl)-1,2,4-triazin-6-yl](methyl)amino}-8-azabicyclo[3.2.1]octane-8-carboxylate F[C@@H]1C2CC[C@@H](C[C@@H]1N(C)C1=CN=C(N=N1)C=1C=C3C=CN(C(C3=CC1OC)=O)C)N2C(=O)OC(C)(C)C